[Au+4].[K+] potassium gold (iv)